F[C@H]1[C@H](O[C@@H]2[C@@H]1OP(OC2)(OCCCC2=CC=CC=C2)=O)N2C(NC(C(=C2)C)=O)=O 1-((4aS,6S,7R,7aS)-7-Fluoro-2-oxido-2-(3-phenylpropoxy)tetrahydro-4H-furo[3,2-d][1,3,2]dioxaphosphinin-6-yl)-5-methylpyrimidine-2,4(1H,3H)-dione